4-((4-(ethoxymethyl)-4-phenethylpiperidin-1-yl)methyl)aniline C(C)OCC1(CCN(CC1)CC1=CC=C(N)C=C1)CCC1=CC=CC=C1